Potassium nonanedioyl diglycinate NCC(=O)OC(CCCCCCCC(=O)OC(CN)=O)=O.[K]